methyl 2-{2,3',5'-trifluoro-[1,1'-biphenyl]-3-yl}acetate FC1=C(C=CC=C1CC(=O)OC)C1=CC(=CC(=C1)F)F